CN1CC(C1)(C)C(O)(C1=CC=C(C=C1)OC(F)(F)F)C1=CC(=CC=C1)N1N=C(C=C1)C (1,3-Dimethyl-azetidin-3-yl)-[3-(3-methyl-pyrazol-1-yl)-phenyl]-(4-trifluoromethoxy-phenyl)-methanol